C(C)(=O)OC(C)OP(=O)(CCC)OC1=CC(=CC(=C1C1=C(C=CC(=C1)C)C(=C)C)OP(=O)(CCC)OC(C)OC(C)=O)CCCCC.Br[C@H](CC)C1=CC=CC=C1 |r| (rac)-(1-bromopropyl)benzene 1-((((6-(((1-acetoxyethoxy)(propyl)phosphoryl)oxy)-5'-methyl-4-pentyl-2'-(prop-1-en-2-yl)-[1,1'-biphenyl]-2-yl)oxy)(propyl)phosphoryl)oxy)ethyl-acetate